ClC1=CC=CC2=C1NC(=N2)C(=O)N2CC=1N(CC2)C(=NC1)C1CC1 (7-Chloro-1H-benzo[d]imidazol-2-yl)(3-cyclopropyl-5,6-dihydroimidazo[1,5-a]pyrazin-7(8H)-yl)methanone